lanthanum lithium silicate [Si]([O-])([O-])([O-])[O-].[Li+].[La+3]